N1=CNC=2C1=CCCC2 5,6-dihydro-benzimidazol